C(CCCCCC(=O)OCCCCCCCCCCCCCCCCCCCCCC)(=O)OCCCCCCCCCCCCCCCCCCCCCC di-docosyl pimelate